N,N-diphenyl-hydrazine C1(=CC=CC=C1)N(N)C1=CC=CC=C1